BrCCCCCCCCCC(=O)NC1=C2C(N(C(C2=CC=C1)=O)C1C(NC(CC1)=O)=O)=O 10-bromo-N-[2-(2,6-dioxopiperidin-3-yl)-1,3-dioxo-2,3-dihydro-1H-isoindolyl]decanamide